(1R,3r)-3-((R)-3-(1-(1-((R)-1-(2,4-dichlorophenyl)ethyl)-1H-[1,2,3]triazolo[4,5-c]pyridazin-6-yl)azetidin-3-yl)piperidin-1-yl)-1-methylcyclobutane-1-carboxylic acid methyl ester COC(=O)C1(CC(C1)N1C[C@H](CCC1)C1CN(C1)C1=CC2=C(N=N1)N=NN2[C@H](C)C2=C(C=C(C=C2)Cl)Cl)C